FC1=C(C=C(C=C1)CCNS(=O)(=O)C=1C=CC2=C(C(=C(O2)C(=O)O)C)C1)OC 5-(N-(4-fluoro-3-methoxyphenylethyl)sulfamoyl)-3-methylbenzofuran-2-carboxylic acid